ClC=1C=CC(=C(CN2CC3(CC2)CCN(CC3)C(=O)N3N=C(C=C3)C(=O)O)C1)N1CCCC1 1-(2-(5-chloro-2-(pyrrolidin-1-yl)benzyl)-2,8-diazaspiro[4.5]decane-8-carbonyl)-1H-pyrazole-3-carboxylic acid